C1(CC1)OC=1C=C(C(=O)O)C=CC1N(C(CN(S(=O)(=O)C1=C(C(=C(C(=C1F)F)F)F)F)CC1=NC=CC=C1C(F)(F)F)=O)CC1=CC(=CC(=C1)C1CC1)C1CC1 3-cyclopropoxy-4-(N-(3,5-dicyclopropylbenzyl)-2-(N-((3-(trifluoromethyl)pyridin-2-yl)methyl)-(2,3,4,5,6-pentafluoro-phenyl)sulfonamido)acetamido)benzoic acid